sodium acetate cyanoborohydride C(#N)[BH3-].C(C)(=O)O.[Na+]